NC1=NC=2C=C(C(=CC2C2=C1COC2)C(=O)N(CC2CC2)CC2=NC=C(C=C2)C#N)Cl 4-amino-7-chloro-N-((5-cyano-2-pyridinyl)methyl)-N-(cyclopropylmethyl)-1,3-dihydrofuro[3,4-c]quinoline-8-carboxamide